The molecule is a phosphatidylcholine 38:6 in which the acyl groups specified at positions 1 and 2 are (4Z,7Z,10Z,13Z,16Z,19Z)-docosahexaenoyl and hexadecanoyl respectively. It derives from a hexadecanoic acid and an all-cis-docosa-4,7,10,13,16,19-hexaenoic acid. CCCCCCCCCCCCCCCC(=O)O[C@H](COC(=O)CC/C=C\\C/C=C\\C/C=C\\C/C=C\\C/C=C\\C/C=C\\CC)COP(=O)([O-])OCC[N+](C)(C)C